C(C1=CC=CC=C1)(=O)\C(\CNS(=O)(=O)C1=CC=C(C)C=C1)=C\C1=CC=C(C=C1)C#N (E)-N-(2-benzoyl-3-p-cyanophenylallyl)-4-toluenesulfonamide